C(C)OC(C[C@@H](C=1N(C=CC1)C1=CC=CC=C1)NC(=O)NC=1C(N(C=C(C1O)C)C)=O)=O (S)-3-(3-(4-hydroxy-1,5-dimethyl-2-oxo-1,2-dihydropyridin-3-yl)ureido)-3-(1-phenyl-1H-pyrrol-2-yl)propanoic acid ethyl ester